Nondienal C(C=CC=CCCCC)=O